ClC1=CC=C(C=C1)C1=CC(=NC(=N1)C=1C=NC=CC1)NC[C@H]1CNCC1 (R)-6-(4-chlorophenyl)-2-(pyridin-3-yl)-N-(pyrrolidin-3-ylmethyl)pyrimidin-4-amine